8-{(3S,5S)-5-methyl-1-[2-(1-methyl-piperidin-4-yl)-acetyl]-piperidin-3-yl}-quinoxaline-5-carbonitrile C[C@H]1C[C@H](CN(C1)C(CC1CCN(CC1)C)=O)C1=CC=C(C=2N=CC=NC12)C#N